C(C=C)NC(C=C)=O N-allylacryl-amide